FC1=CC2=C(NCCOC2)C=C1 7-fluoro-1,2,3,5-tetrahydrobenzo[e][1,4]oxazepine